ClC=1C(=NC(=NC1)NC1CCOCC1)C1=CC=C2CN(C(C2=C1)=O)CC(=O)NC(CC1=CC=CC=C1)(C)C 2-(6-{5-chloro-2-[(oxacyclohex-4-yl)amino]pyrimidin-4-yl}-1-oxo-2,3-dihydro-1H-isoindol-2-yl)-N-(2-methyl-1-phenylprop-2-yl)acetamide